1-[4-({4-[(3-Hydroxy-2-nitrophenoxy)methyl]phenyl}methyl)piperazin-1-yl]-2-(morpholin-4-yl)ethan-1-one OC=1C(=C(OCC2=CC=C(C=C2)CN2CCN(CC2)C(CN2CCOCC2)=O)C=CC1)[N+](=O)[O-]